ClC1=C(C=CC=C1C=1C=C2CC(N(C2=CC1)CC1=NC=CC=N1)=O)C1C(NC(CC1)=O)=O 3-(2-chloro-3-(2-oxo-1-(pyrimidin-2-ylmethyl)indolin-5-yl)phenyl)piperidine-2,6-dione